tert-butyl 5-(hydroxymethyl)-5,6,9,10-tetrahydro-4H-isoxazolo[3,4-c]pyrido[4',3':3,4]pyrazolo[1,5-a]-azepine-11(12H)-carboxylate OCC1CC=2C(C=3N(C1)N=C1C3CN(CC1)C(=O)OC(C)(C)C)=NOC2